NC1=NC=C(C=C1C(=O)N[C@@H]1[C@H](CCC1)OCC1=CC=C(C=C1)Br)I 2-amino-N-{(1S,2S)-2-[(4-bromophenyl)methoxy]cyclopentyl}-5-iodopyridine-3-carboxamide